N-(2-Furanylmethyl)-1,4-dihydro-5-methoxy-1,6-dimethyl-2,4-dioxopyrido[2,3-d]pyrimidine-3(2H)-acetamide O1C(=CC=C1)CNC(CN1C(N(C2=C(C1=O)C(=C(C=N2)C)OC)C)=O)=O